4-(3,5-dimethylisoxazol-4-yl)-7-propoxy-2H-chromen-2-one CC1=NOC(=C1C1=CC(OC2=CC(=CC=C12)OCCC)=O)C